FC=1C=C(C(=O)N2CCC3=CC(=CC=C23)[C@@H](C)NC(C2=CC=C(C=C2)F)=O)C=CC1 (R)-N-(1-(1-(3-fluorobenzoyl)-2,3-dihydro-1H-indol-5-yl)ethyl)-4-fluorobenzamide